C(C1=CC=CC=C1)N(CC(=O)OC(C)(C)C)[C@H](CO)C tert-butyl (S)-N-benzyl-N-(1-hydroxypropan-2-yl)glycinate